2,3,6-tri(tertiary butyl)catechol C(C)(C)(C)C1(C(O)C(=CC=C1C(C)(C)C)C(C)(C)C)O